(S or R)-4-((5-chloro-6-(2-hydroxy-4-(trifluoromethyl)phenyl)-2H-pyrazolo[3,4-b]pyridin-2-yl)methyl)-1-ethylpyrrolidin-2-one ClC1=CC=2C(N=C1C1=C(C=C(C=C1)C(F)(F)F)O)=NN(C2)C[C@H]2CC(N(C2)CC)=O |o1:22|